methyl (1S,4R)-4-[[(2S)-2-[(3,5-difluorobenzoyl)amino]propanoyl] amino]cyclopent-2-ene-1-carboxylate FC=1C=C(C(=O)N[C@H](C(=O)N[C@H]2C=C[C@H](C2)C(=O)OC)C)C=C(C1)F